C(C)(C)(C)NS(=O)(=O)C1=C(C=CC(=C1)NC(=O)N[C@@H](C)C1=CC=CC=C1)C1=CN=C(S1)C1CCC(CC1)NC(OC(C)C)=O isopropyl ((1S,4r)-4-(5-(2-(N-(tert-butyl)sulfamoyl)-4-(3-((S)-1-phenylethyl)ureido)phenyl)thiazol-2-yl)cyclohexyl)carbamate